5-chloro-2-hydroxy-N-(6-trifluoromethyl-2-benzothiazolyl)-benzamide ClC=1C=CC(=C(C(=O)NC=2SC3=C(N2)C=CC(=C3)C(F)(F)F)C1)O